COC=1C(=C(C(=C(C1)OC)Cl)C#C)Cl 3,5-dimethoxy-2,6-dichlorophenylacetylene